NC1=CC2=C(C=N1)N=NN2[C@@H]2C[C@H](OCC2)C(=O)N2[C@H](C1=C(C=C(C=C1CC2)Cl)Cl)C ((2S,4S)-4-(6-amino-1H-[1,2,3]triazolo[4,5-c]pyridin-1-yl)tetrahydro-2H-pyran-2-yl)((S)-6,8-dichloro-1-methyl-3,4-dihydroisoquinolin-2(1H)-yl)methanone